C[C@H]1N(C(N(C1)C=1C=C2CN(C(C2=CC1)=O)C1C(NC(CC1)=O)=O)=O)C=1C=NC(=CC1)C 3-(5-((R)-4-methyl-3-(6-methylpyridin-3-yl)-2-oxoimidazolidin-1-yl)-1-oxoisoindolin-2-yl)piperidine-2,6-dione